tert-butyl 3-(2-(3-cyanophenoxy)ethyl)piperidine-1-carboxylate C(#N)C=1C=C(OCCC2CN(CCC2)C(=O)OC(C)(C)C)C=CC1